(R)-3-(difluoromethoxy)pyrrolidine-1-sulfonyl chloride FC(O[C@H]1CN(CC1)S(=O)(=O)Cl)F